4-(2-chloro-4-benzoylphenylthio)phenyldiphenylsulfonium tetrafluoroborate F[B-](F)(F)F.ClC1=C(C=CC(=C1)C(C1=CC=CC=C1)=O)SC1=CC=C(C=C1)[S+](C1=CC=CC=C1)C1=CC=CC=C1